tert-butyl 8-oxa-6-azadispiro[2.0.34.13]octane-6-carboxylate C1CC12C1(CN(C1)C(=O)OC(C)(C)C)O2